OC1=C(C=C(C=C1)O)S(=O)(=O)O 1,4-dihydroxybenzene-2-sulfonic acid